C(C)NC(=O)[C@H]1O[C@H]([C@@H]([C@@H]1O)O)N1C2=NC(=NC(=C2N=C1)NC)C=1C=NC=C(C1)C (2S,3S,4R,5R)-N-ethyl-3,4-dihydroxyl-5-(6-(methylamino)-2-(5-methylpyridin-3-yl)-9H-purin-9-yl)tetrahydrofuran-2-carboxamide